7-chloro-N-methyl-N-(pyridin-2-yl)-1H-indole-2-carboxamide ClC=1C=CC=C2C=C(NC12)C(=O)N(C1=NC=CC=C1)C